COC1=CC=CC(=N1)C(CN(C(OC(C)(C)C)=O)C)=O tert-Butyl (2-(6-methoxypyridin-2-yl)-2-oxoethyl)(methyl)carbamate